(3-(difluoromethyl)phenyl)-boronic acid FC(C=1C=C(C=CC1)B(O)O)F